C1(=CC=CC=2C3=CC=CC=C3C3=CC=CC=C3C12)C1=C(C=CC=C1)C1=CC=CC=2SC3=C(C21)C=CC=C3 (triphenyleneyl)(dibenzothiophenyl)benzene